BrC1=CC=C2C(OC(C2=C1)=O)CC1=C(C=CC=C1)C 6-bromo-3-(2-methylbenzyl)isobenzofuran-1(3H)-one